N4-(4-([1,2,4]triazolo[1,5-a]pyridin-7-yloxy)-2-methoxy-5-methylphenyl)-7-methoxy-N6-(piperidin-4-yl)quinazoline-4,6-diamine N=1C=NN2C1C=C(C=C2)OC2=CC(=C(C=C2C)NC2=NC=NC1=CC(=C(C=C21)NC2CCNCC2)OC)OC